F[C@H]1[C@@H]2CC[C@H](C[C@H]1N(C1=CC=C(N=N1)C1=CC=3C(NC=CC3S1)=O)C)N2 2-(6-(((1S,2S,3R,5R)-2-fluoro-8-azabicyclo[3.2.1]octan-3-yl)(methyl)amino)pyridazin-3-yl)thieno[3,2-c]pyridin-4(5H)-one